CCC(CC)OC12CC=CCC2C1=O (pentane-3-yloxy)7-oxo-bicyclo[4.1.0]hept-3-ene